4,4'-bis(4-aminophenoxy)benzophenone NC1=CC=C(OC2=CC=C(C(=O)C3=CC=C(C=C3)OC3=CC=C(C=C3)N)C=C2)C=C1